C(#N)C=1C=C2C(=CC(=NC2=C(C1)C)C=1OC2=C(C1C)C=CC=C2)C(=O)O 6-cyano-8-methyl-2-(3-methyl-1-benzofuran-2-yl)quinoline-4-carboxylic acid